5-bromo-4-chloro-3-cyclopropyl-2-(trimethylsilyl)-1-((2-(trimethylsilyl)ethoxy)methyl)-1H-indole BrC=1C(=C2C(=C(N(C2=CC1)COCC[Si](C)(C)C)[Si](C)(C)C)C1CC1)Cl